FC=1C=C(C=NC1F)C=O (5,6-difluoro-3-pyridinyl)methanone